O=C1NC(CCC1N1C(C2=CC=C(C=C2C1=O)OCC(=O)O)=O)=O ((2-(2,6-dioxopiperidin-3-yl)-1,3-dioxoisoindolin-5-yl)oxy)acetic acid